COC1=C(C=C2C=NNC2=C1)N 6-methoxy-indazol-5-amine